2-[6-[(4aS,8aR)-2,3,4a,5,6,7,8,8a-octahydropyrido[4,3-b][1,4]oxazin-4-yl]pyridazin-3-yl]-5-chloro-3-methyl-phenol O1[C@H]2[C@@H](N(CC1)C1=CC=C(N=N1)C1=C(C=C(C=C1C)Cl)O)CNCC2